C(C1=CC=CC=C1)OC=1C=C2C=CC(=C(C2=CC1)OC1=CC=C(OCCN2C[C@H](N(C[C@@H]2C)C(=O)OC(C)(C)C)C)C=C1)C1=CC=C(C=C1)S(=O)(=O)C tert-butyl (2R,5S)-4-(2-(4-((6-(benzyloxy)-2-(4-(methylsulfonyl)phenyl)naphthalen-1-yl)oxy)phenoxy)ethyl)-2,5-dimethylpiperazine-1-carboxylate